butyl 2-cyano-2-[5-(trifluoromethoxy)-2-pyridyl]acetate C(#N)C(C(=O)OCCCC)C1=NC=C(C=C1)OC(F)(F)F